(S)-2-(3-((Tert-Butoxycarbonyl)Amino)-2-Oxopyridin-1(2H)-Yl)-3-Cyclopropylpropanoic Acid C(C)(C)(C)OC(=O)NC=1C(N(C=CC1)[C@H](C(=O)O)CC1CC1)=O